C(C1=CC=CC=C1)C(C(=O)NC=1C=NC2=C(C(=CC=C2C1)F)F)(CC(F)(F)F)C 2-benzyl-N-(7,8-difluoro-3-quinolyl)-4,4,4-trifluoro-2-methyl-butanamide